C1(CC1)[C@@H](C1=NC=CC=N1)NC=1C=2C(NC(C1C1=NC3=C(N1)C=C(C(=C3)OC)OC)=O)=CN(N2)C |o1:3| (S*)-7-((cyclopropyl(pyrimidin-2-yl)methyl)amino)-6-(5,6-dimethoxy-1H-benzo[d]imidazol-2-yl)-2-methyl-2H-pyrazolo[4,3-b]pyridin-5(4H)-one